N-Methyl-4-Nitro-2-carboxypyrrole CN1C(=CC(=C1)[N+](=O)[O-])C(=O)O